ethyl 1-(4-{[(2-chlorophenyl)acetyl]amino}-2-sulfamoylphenyl)-1H-Pyrazole-4-carboxylate ClC1=C(C=CC=C1)CC(=O)NC1=CC(=C(C=C1)N1N=CC(=C1)C(=O)OCC)S(N)(=O)=O